C(C)(C)(C)C(C(=O)OCC(C=C)OC1=CC(=CC=C1)CC)COCCCOC1=CC(=NC=C1)C#CC1=CN=C(C2=CN=C(C=C12)NC(=O)C1CC1)NC 2-(3-ethylphenoxy)but-3-en-1-ol tert-butyl-3-[3-[[2-[2-[6-(cyclopropanecarbonylamino)-1-(methylamino)-2,7-naphthyridin-4-yl]ethynyl]-4-pyridyl]oxy]propoxy]propanoate